Cl.NCC(=O)C1=CC=C(C=C1)OCC1=CC=CC=C1 2-amino-1-(4-(benzyloxy)phenyl)ethan-1-one hydrochloride